2-benzyl-phenyl-diazonium tetrafluoroborate F[B-](F)(F)F.C(C1=CC=CC=C1)C1=C(C=CC=C1)[N+]#N